5-((R)-2-(2-(difluoromethyl-5-fluorophenyl)pyrrolidin-1-yl)pyrazolo[1,5-a]pyrimidin-3-yl)-3-hydroxypyrrolidine-1-carboxamide FC(F)C1=C(C=C(C=C1)F)[C@@H]1N(CCC1)C1=NN2C(N=CC=C2)=C1C1CC(CN1C(=O)N)O